tert-Butyl 2-(((S)-2-((2R,4S)-4-benzyl-1-(tert-butoxycarbonyl)pyrrolidine-2-carboxamido)propanamido)methyl)-4,6-dihydro-5H-thieno[2,3-c]pyrrole-5-carboxylate C(C1=CC=CC=C1)[C@H]1C[C@@H](N(C1)C(=O)OC(C)(C)C)C(=O)N[C@H](C(=O)NCC1=CC2=C(CN(C2)C(=O)OC(C)(C)C)S1)C